C1(CC1)N1CCC(CC1)NC(\C(=C\CCCCC(=O)NO)\COC1=CC=CC2=CC=CC=C12)=O (E)-N1-(1-cyclopropylpiperidin-4-yl)-N8-hydroxy-2-((naphthalen-1-yloxy)methyl)-2-octenediamide